ClC1=NC(=NC(=N1)C1=CC=CC=C1)C1=CC=CC=C1 2-chloro-4,6-diphenyl-[1,3,5]-triazine